2,2,4,10,10,12-Hexamethyl-1,7,9,15-tetraoxa-4,12-diaza-8-stannaspiro[7.7]pentadecan CC1(O[Sn]2(OCCN(C1)C)OC(CN(CCO2)C)(C)C)C